6-bromo-5-(methoxymethoxy)-2-methylbenzo[d]Oxazole BrC1=CC2=C(N=C(O2)C)C=C1OCOC